Racemic-(cis)-methyl 4-(2-chloro-4-fluorophenyl)-6-(4-(N-(2-hydroxyethyl)-methylsulfonamido)cyclohexyl)-2-(thiazol-2-yl)-1,4-dihydropyrimidine-5-carboxylate ClC1=C(C=CC(=C1)F)C1N=C(NC(=C1C(=O)OC)[C@@H]1CC[C@@H](CC1)N(S(=O)(=O)C)CCO)C=1SC=CN1